ClC=1C=CC(=C(C(=O)N2C3CC([C@@H]([C@@H]2CNC=2SC4=NC=CC=C4N2)C)C3)C1)N1N=CC=N1 N-{[(3R,4S)-2-[5-Chloro-2-(2H-1,2,3-triazol-2-yl)benzoyl]-4-methyl-2-azabicyclo[3.1.1]heptan-3-yl]methyl}-[1,3]thiazolo[5,4-b]pyridin-2-amin